C(C)(C)C=1C=NC=C(C1NC(=O)N=S(=O)(N)C=1OC(=C(C1)C(C)(C)O)C)C(C)C N'-((3,5-diisopropylpyridin-4-yl)carbamoyl)-4-(2-hydroxypropan-2-yl)-5-methylfuran-2-sulfonimidamide